Benzyl N-[2-({[2-(1,2,3,5,6,7-hexahydro-s-indacen-4-yl)acetamido]sulfonyl}(1-methyl-1H-pyrazol-4-yl)amino)ethyl]carbamate sodium salt [Na].C1CCC2=C(C=3CCCC3C=C12)CC(=O)NS(=O)(=O)N(CCNC(OCC1=CC=CC=C1)=O)C=1C=NN(C1)C